FC1=C(/C=N/O)C(=CC=C1)F (E)-2,6-difluorobenzaldehyde oxime